[3-[3-(4-hydroxy-3,5-ditert-butyl-phenyl)propanoyloxy]-2,2-bis[3-(4-hydroxy-3,5-ditert-butyl-phenyl)propanoyloxymethyl]propyl]3-(4-hydroxy-3,5-ditert-butyl-phenyl)propanoate OC1=C(C=C(C=C1C(C)(C)C)CCC(=O)OCC(COC(CCC1=CC(=C(C(=C1)C(C)(C)C)O)C(C)(C)C)=O)(COC(CCC1=CC(=C(C(=C1)C(C)(C)C)O)C(C)(C)C)=O)COC(CCC1=CC(=C(C(=C1)C(C)(C)C)O)C(C)(C)C)=O)C(C)(C)C